[2-(tert-butoxycarbonylamino) ethyl-[8-(1-octylnonyloxy)-8-oxo-octyl] amino] decanoate C(CCCCCCCCC)(=O)ON(CCCCCCCC(=O)OC(CCCCCCCC)CCCCCCCC)CCNC(=O)OC(C)(C)C